myristyldimethyl-amine oxide C(CCCCCCCCCCCCC)[N+](C)(C)[O-]